Nitrosothiol N(=O)S